methylethan-1-amine CC(C)N